Trans-3-Heptenyl Acetate C(C)(=O)OCC\C=C\CCC